[S].NO hydroxylamine sulfur